(S)-N-(5-benzyl-4,5,6,7-tetrahydrothiazolo[4,5-c]pyridin-2-yl)pyrrolidine-3-carboxamide C(C1=CC=CC=C1)N1CC2=C(CC1)SC(=N2)NC(=O)[C@@H]2CNCC2